C(=O)(OC(C)(C)C)N1C=C(C=2C1=CN=CC2)B(O)O 1-BOC-PYRROLO[2,3-C]PYRIDINE-3-YLBORONIC ACID